CC(CCN=[N+]([O-])[O-])N methyl-aminopropyl-diazeniumdiolate